CC=1C=C2C=CC=NC2=C(C1)C=1C(=NC=C(N1)N1CCNCC1)C(=O)N (6-methylquinolin-8-yl)-5-(piperazin-1-yl)pyrazine-2-carboxamide